P(=O)(OC[C@@H](COC(CCCCCCCCCCCCCCCCC)=O)OC(CCC\C=C/C\C=C/C\C=C/C\C=C/CCCCC)=O)(OCC[N+](C)(C)C)[O-] (R)-2-(((5Z,8Z,11Z,14Z)-icosa-5,8,11,14-tetraenoyl)oxy)-3-(stearoyloxy)propyl (2-(trimethylammonio)ethyl) phosphate